8-((2-chloro-3-(1-hydroxy-2,3-dihydro-1H-inden-4-yl)phenyl)amino)-1,7-naphthyridine-3-carbaldehyde ClC1=C(C=CC=C1C1=C2CCC(C2=CC=C1)O)NC=1N=CC=C2C=C(C=NC12)C=O